OC=1C=CC(=NC1)CNC(=O)C1=C(OC=2N=CN=C(C21)NC2(CC2)C)C N-[(5-hydroxypyridin-2-yl)methyl]-6-methyl-4-[(1-methylcyclopropyl)amino]furo[2,3-d]pyrimidine-5-carboxamide